FC(OC1=C(C#N)C(=CC(=C1)C=1C=NN2C1C=C(C=C2)OCCN(C)C)OC)F 2-(difluoromethoxy)-4-(5-(2-(dimethylamino)ethoxy)pyrazolo[1,5-a]pyridin-3-yl)-6-methoxybenzonitrile